ClC=1C(=C2C=NNC2=CC1C)C1=C2C(=C3C(=NC(=NC3=C1)OC[C@H]1N(CCC1)C)N1C[C@@H](NCC1)CC#N)OCC2 2-((2S)-4-(4-(5-chloro-6-methyl-1H-indazol-4-yl)-7-(((S)-1-methylpyrrolidin-2-yl)methoxy)-2,3-dihydrofuro[2,3-f]quinazolin-9-yl)piperazin-2-yl)acetonitrile